O-(((1r,4r)-4-(difluoromethoxy) cyclohexyl) methyl) S-methyldithiocarbonate C[SH-]C(OCC1CCC(CC1)OC(F)F)=S